5-(2-fluoro-6-methylphenyl)-3-(1-methyl-1H-pyrazol-3-yl)-1H-pyrazolo[4,3-c]pyridazin-6(5H)-one FC1=C(C(=CC=C1)C)N1N=C2C(=CC1=O)NN=C2C2=NN(C=C2)C